FCC(CCC[C@@H](C)[C@H]1CC[C@H]2\C(\CCC[C@]12C)=C\CO)(O[Si](C)(C)C)CF 2-[(1R,3aS,7aR,E)-1-{(2R)-7-Fluoro-6-(fluoromethyl)-6-[(trimethylsilyl)oxy]heptan-2-yl}-7a-methyloctahydro-4H-inden-4-ylidene]ethan-1-ol